tert-butyl 2-(2,6-diethylphenyl)-3-(2,5-difluoro-4-nitrophenyl)-6,6-dimethyl-2,4,6,7-tetrahydro-5H-pyrazolo[4,3-c]pyridine-5-carboxylate C(C)C1=C(C(=CC=C1)CC)N1N=C2C(CN(C(C2)(C)C)C(=O)OC(C)(C)C)=C1C1=C(C=C(C(=C1)F)[N+](=O)[O-])F